3-tert-Butyl-[1,2,4]oxadiazole-5-carboxylic acid {(R)-2-[2-(1-isopropyl-5-methyl-1H-pyrazol-4-yl)-3H-imidazo[4,5-b]pyridin-7-yl]-6,7,8,9-tetrahydro-5H-benzocyclohepten-5-yl}-amide C(C)(C)N1N=CC(=C1C)C1=NC=2C(=NC=CC2C=2C=CC3=C(CCCC[C@H]3NC(=O)C3=NC(=NO3)C(C)(C)C)C2)N1